2,2-difluoro-N-((S)-4-methyl-1-oxo-1-(((S)-3-oxo-1-((S)-2-oxopyrrolidin-3-yl)-4-(trifluoromethoxy)butan-2-yl)amino)pentan-2-yl)benzo[d][1,3]dioxole-5-carboxamide FC1(OC2=C(O1)C=CC(=C2)C(=O)N[C@H](C(N[C@@H](C[C@H]2C(NCC2)=O)C(COC(F)(F)F)=O)=O)CC(C)C)F